C(C(=C)C)(=O)O.C(C=C)(=O)O acrylic acid methacrylate